ClC=1C=NN(C1CC1N(C(C2=CC=CC=C12)=O)CC1(CC2(C1)OC(NC2)=O)F)C (2r,4r)-2-((1-((4-chloro-1-methyl-1H-pyrazol-5-yl)methyl)-3-oxoisoindolin-2-yl)methyl)-2-fluoro-5-oxa-7-azaspiro[3.4]octan-6-one